(7-((3-Chloro-6-methylpyridin-2-yl)oxy)-2-azaspiro[3.5]nonan-2-yl)((1s,3s)-3-hydroxy-3-methylcyclobutyl)methanone ClC=1C(=NC(=CC1)C)OC1CCC2(CN(C2)C(=O)C2CC(C2)(C)O)CC1